(S)-N-(5-bromo-2-(3,4-dimethylpiperazin-1-yl)-4-fluorophenyl)-1-methyl-6-oxo-4-(trifluoromethyl)-1,6-dihydropyridine-3-carboxamide BrC=1C(=CC(=C(C1)NC(=O)C1=CN(C(C=C1C(F)(F)F)=O)C)N1C[C@@H](N(CC1)C)C)F